Methyl 4-(4-(3-cyanophenoxy)benzamido)picolinate C(#N)C=1C=C(OC2=CC=C(C(=O)NC3=CC(=NC=C3)C(=O)OC)C=C2)C=CC1